(E)-3-methoxy-N-((2-(4-(trifluoromethyl)styryl)oxazol-4-yl)methyl)aniline COC=1C=C(NCC=2N=C(OC2)\C=C\C2=CC=C(C=C2)C(F)(F)F)C=CC1